BrC1=C(C(=C2C(=C(N(C2=C1)C)CSC1=CC=CC=C1)C(=O)OCC)CN(C)C)O Ethyl 6-bromo-4-((dimethylamino)methyl)-5-hydroxy-1-methyl-2-((phenylthio)methyl)-1H-indole-3-carboxylate